(R)-N-(5-(5-ethyl-1,2,4-oxadiazol-3-yl)-2,3-dihydro-1H-inden-1-yl)-2-hydroxyoxazole-5-carboxamide C(C)C1=NC(=NO1)C=1C=C2CC[C@H](C2=CC1)NC(=O)C1=CN=C(O1)O